(2R)-1-(benzyloxy)-1-oxopropan-2-yl (2S)-2-[[(tert-butoxy)carbonyl](methyl)amino]-3,3-dimethylbutanoate C(C)(C)(C)OC(=O)N([C@H](C(=O)O[C@@H](C(=O)OCC1=CC=CC=C1)C)C(C)(C)C)C